(2s,4s)-2-(4-(3,5-Difluoro-4-methylphenyl)piperidine-1-carbonyl)-7-oxa-5-azaspiro[3.4]octan-6-one FC=1C=C(C=C(C1C)F)C1CCN(CC1)C(=O)C1CC2(C1)NC(OC2)=O